2-(3-bromophenyl)-3-methylbutanoic acid BrC=1C=C(C=CC1)C(C(=O)O)C(C)C